N-(2,3,4-trihydroxy-6-methanoylbenzyl)acrylamide OC1=C(CNC(C=C)=O)C(=CC(=C1O)O)C=O